C(C=C)(=O)OC(CSC=1SC(=NN1)SC)CCC 2-acryloxy-n-pentylthio-5-methylthio-1,3,4-thiadiazole